FC=1C=C(C=CC1)C1C(C1)(C(=O)NC1=CC1)C(=O)N 3-fluorophenyl-N-cyclopropenyl-cyclopropane-1,1-dicarboxamide